ClC=1C=C(C=2N(N1)C(=CN2)C(N[C@H]2[C@@H](CC2)OC)=O)N(C(OC(C)(C)C)=O)C tert-butyl N-(6-chloro-3-{[(1R,2R)-2-methoxycyclobutyl]carbamoyl}imidazo[1,2-b]pyridazin-8-yl)-N-methylcarbamate